ethyl 3-(4,4,5,5-tetramethyl-1,3,2-dioxaborolan-2-yl)-2-naphthoate CC1(OB(OC1(C)C)C=1C(=CC2=CC=CC=C2C1)C(=O)OCC)C